N[C@@H]1C[C@H](C1)OC1=C2C=NNC2=CC(=C1)C1=CC(=C(C=C1CC)O)F trans-4-(4-(3-aminocyclobutoxy)-1H-indazol-6-yl)-5-ethyl-2-fluorophenol